triethylene glycol-bis-[3-(3-tert-butyl-4-hydroxy-5-methylphenyl) propionate] C(C)(C)(C)C=1C=C(C=C(C1O)C)CCC(=O)OCCOCCOCCOC(CCC1=CC(=C(C(=C1)C)O)C(C)(C)C)=O